FC=1C=C(C(=O)N)C=CC1N1CCC(CC1)(C=O)F 3-fluoro-4-(4-fluoro-4-formylpiperidin-1-yl)benzamide